1,1-butanediol C(CCC)(O)O